[N-](S(=O)(=O)C(F)(F)F)S(=O)(=O)C(F)(F)F.C(CCCCC)[P+](CCCCCCCCCCCCCC)(CCCCCC)CCCCCC trihexyl-tetradecyl-phosphonium bistrifluoromethanesulfonimide salt